leucyl-phenylalanine N[C@@H](CC(C)C)C(=O)N[C@@H](CC1=CC=CC=C1)C(=O)O